6-(trifluoromethoxy)quinoline-8-carbonitrile FC(OC=1C=C2C=CC=NC2=C(C1)C#N)(F)F